C(C1=CC=CC=C1)N1C2=C(C3=CC=CC=C13)C=CN1C2=NC(=C1)C1=CC=C(C=C1)OC 11-Benzyl-2-(4-methoxyphenyl)-11H-imidazo[1',2':1,2]pyrido[3,4-b]indole